O=C1C=2C=C(C=CC2C2=C1N=C(N=C2)C(F)(F)F)NC(C=CC2=CC=NC=C2)=O N-(9-oxo-2-trifluoromethyl-9H-indeno[2,1-d]pyrimidin-7-yl)-3-(4-pyridinyl)acrylamide